C1(CCCC1)NC=1SC(=C(N1)C)C1=NC(=NC=C1)C1(CC=2CCC(CC2C=C1)N(C)C)N 6-(4-(2-(cyclopentylamino)-4-methylthiazol-5-yl)pyrimidin-2-yl)-N2,N2-dimethyl-1,2,3,4-tetrahydronaphthalene-2,6-diamine